N-[2-methoxy-6-(6-methoxypyridazin-3-yl)-3-pyridinyl]-5-methyl-3-phenyl-isoxazole-4-carboxamide COC1=NC(=CC=C1NC(=O)C=1C(=NOC1C)C1=CC=CC=C1)C=1N=NC(=CC1)OC